1-[8-(3-piperazin-1-ylprop-1-ynyl)imidazo[1,2-a]pyridin-3-yl]hexahydropyrimidine-2,4-dione N1(CCNCC1)CC#CC=1C=2N(C=CC1)C(=CN2)N2C(NC(CC2)=O)=O